3-(5-((1-(4'-chloro-[1,1'-biphenyl]-2-carbonyl)pyrrolidin-3-yl)oxy)-1-oxoisoindolin-2-yl)piperidine-2,6-dione ClC1=CC=C(C=C1)C=1C(=CC=CC1)C(=O)N1CC(CC1)OC=1C=C2CN(C(C2=CC1)=O)C1C(NC(CC1)=O)=O